FC1=C(C=NC=C1)NC(C1=CC=CC=C1)C1=CC=CC=C1 (4-fluoropyridin-3-yl)-1,1-diphenylmethylamine